6-methoxy-5-({6-[(1r,2s)-5'-methoxy-2'-oxo-1',2'-dihydrospiro[cyclopropan-1,3'-indol]-2-yl]-1H-indazol-3-yl}amino)-N,N-dimethylpyridine-2-carboxamide COC1=C(C=CC(=N1)C(=O)N(C)C)NC1=NNC2=CC(=CC=C12)[C@@H]1C[C@@]12C(NC1=CC=C(C=C21)OC)=O